CC1(CCN(CC1)N1C(=NC=2C1=C1C(=NC2)N(C=C1)S(=O)(=O)C1=CC=C(C)C=C1)CCO)CSC 2-(1-(4-methyl-4-((methylthio)methyl)piperidin-1-yl)-6-p-toluenesulfonyl-1,6-dihydroimidazo[4,5-d]pyrrolo[2,3-b]pyridin-2-yl)-1-ethanol